N-(4-Bromophenyl)-N-(2-Adamantyl)amine BrC1=CC=C(C=C1)NC1C2CC3CC(CC1C3)C2